(2R)-5,7-dihydroxy-2-(4-hydroxyphenyl)chroman-4-one OC1=C2C(C[C@@H](OC2=CC(=C1)O)C1=CC=C(C=C1)O)=O